CN(C[C@@H](C1=CC(=CC(=C1)OC)F)NC(=O)N1CCC2=CC(=C(C=C12)F)C=1C=NN(C1F)COCC[Si](C)(C)C)C |r| (+/-)-N-(2-(dimethylamino)-1-(3-fluoro-5-methoxyphenyl)ethyl)-6-fluoro-5-(5-fluoro-1-((2-(trimethylsilyl)ethoxy)methyl)-1H-pyrazol-4-yl)indoline-1-formamide